FC=1C=C(C=CC1[Si](C)(C)C)NC([C@H](NC(CN1N=CC(C=C1)=O)=O)C1=CC=C(C=C1)COC)=O (2R)-N-(3-fluoro-4-(trimethylsilyl)phenyl)-2-(4-(methoxymethyl)phenyl)-2-(((4-oxopyridazin-1(4H)-yl)acetyl)amino)acetamide